N-[2-(Acryloylamino)phenyl]acrylamide C(C=C)(=O)NC1=C(C=CC=C1)NC(C=C)=O